ClC=1C=C(OC2=NC3=CC(=C(C=C3C=C2)C(=O)N)OC)C=CC1NC(=O)NC1CC1 (3-chloro-4-(N'-cyclopropylureido)phenoxy)-7-methoxyquinoline-6-carboxylic acid amide